4-(n-butylsulfanylthiocarbonyl)sulfanylmethylbenzoic acid C(CCC)SC(=S)SCC1=CC=C(C(=O)O)C=C1